[N+](=O)([O-])C1=CC=C(CN2CN(C(C3=CC=CC=C23)=O)CC(=O)O)C=C1 2-(1-(4-nitrobenzyl)-4-oxo-1,2-dihydro-quinazolin-3(4H)-yl)acetic acid